Methyl 5-acetyl-4-amino-2-fluorobenzoate C(C)(=O)C=1C(=CC(=C(C(=O)OC)C1)F)N